ClC1=C(C(=O)N2CCN(CC2)C(=O)OC(C)(C)C)C=CC(=C1)NC(=O)C=1N(C(=CN1)C=1C(=NC(=C(C1)F)N(C)C)F)C tert-butyl 4-[2-chloro-4-[[5-[6-(dimethylamino)-2,5-difluoro-3-pyridyl]-1-methyl-imidazole-2-carbonyl]amino] benzoyl]piperazine-1-carboxylate